2-Morpholinoethyl 5-chloro-2-((pyrazolo[1,5-a]pyrimidine-3-carboxamido)methyl)benzofuran-7-carboxylate ClC=1C=C(C2=C(C=C(O2)CNC(=O)C=2C=NN3C2N=CC=C3)C1)C(=O)OCCN1CCOCC1